2-(4-phenylpiperazin-1-yl)ethaneamine C1(=CC=CC=C1)N1CCN(CC1)CCN